2-(diisopropylamino)-ethylamine C(C)(C)N(CCN)C(C)C